Methyl (S)-1-(oxetan-2-ylmethyl)-2-(piperazin-1-ylmethyl)-1H-benzo[d]imidazole-6-carboxylate O1[C@@H](CC1)CN1C(=NC2=C1C=C(C=C2)C(=O)OC)CN2CCNCC2